(E)-5-(tert-butyl)-N-(4-(3-(4-(4-(dimethylamino)but-2-enoyl)-3-(trifluoromethyl)piperazin-1-yl)pyridin-4-yl)-2-methylbenzyl)-1,2,4-oxadiazole-3-carboxamide C(C)(C)(C)C1=NC(=NO1)C(=O)NCC1=C(C=C(C=C1)C1=C(C=NC=C1)N1CC(N(CC1)C(\C=C\CN(C)C)=O)C(F)(F)F)C